Cl.C1(CCCCC1)CN1N=NN=C1CC=1C=C(C=CC1C)C(CC(=O)O)C1=C(C2=C(N(N=N2)C)C=C1)C 3-(3-((1-(Cyclohexylmethyl)-1H-tetrazol-5-yl)methyl)-4-methylphenyl)-3-(1,4-dimethyl-1H-benzo[d][1,2,3]triazol-5-yl)propanoic acid, hydrochloride salt